hydrazinecarboximidamide, ammonium salt [NH4+].N(N)C([NH-])=N